boron monoethylamine trifluoride [F-].[F-].[F-].C(C)N.[B+3]